1-([1,1':3',1''-Terphenyl]-2'-yl)-3-(3-((9-(4-(tert-butyl)pyridin-2-yl)-9H-carbazol-2-yl)oxy)phenyl)-3H-benzo[2,3]benzofuro[5,6-d]imidazol-1-ium Chloride [Cl-].C1(=CC=CC=C1)C1=C(C(=CC=C1)C1=CC=CC=C1)[N+]1=CN(C2=C1C=C1C3=C(OC1=C2)C=CC=C3)C3=CC(=CC=C3)OC3=CC=2N(C1=CC=CC=C1C2C=C3)C3=NC=CC(=C3)C(C)(C)C